(tert-butyl 5-(4,4,5,5-tetramethyl-1,3,2-dioxaborolan-2-yl)-2,3-dihydro-1H-inden-2-yl) carbamate C(N)(OC1C(C2=CC=C(C=C2C1)B1OC(C(O1)(C)C)(C)C)C(C)(C)C)=O